O=C1C2=C(NC(N(C2=CC(=C1)OC(F)F)C1=C(C(=CC=C1)F)C)=O)N keto-4-amino-7-(difluoromethoxy)-1-(3-fluoro-2-methylphenyl)quinazolin-2(1H)-one